O1CCOC12CCC(CC2)OC=2C=C1C(N(C(C1=CC2)=O)C2C(NC(CC2)=O)=O)=O 5-(1,4-dioxaspiro[4.5]decan-8-yloxy)-2-(2,6-dioxo-3-piperidyl)isoindoline-1,3-dione